Di-n-eicosylamin C(CCCCCCCCCCCCCCCCCCC)NCCCCCCCCCCCCCCCCCCCC